FC=1C=C(C(=NC1)C1(C=C(C(C(C1)(C)C)=O)C#N)OC)C=1C(=NN(C1C)C)C 3-[5-fluoro-3-(1,3,5-trimethyl-1H-pyrazol-4-yl)pyridin-2-yl]-3-methoxy-5,5-dimethyl-6-oxocyclohex-1-ene-1-carbonitrile